C(C)C1=C(NC2=C1N=C(N=C2)C2CCN(CC2)C2CCN(CC2)C(C)C)C2=C1C(=NC=C2)NC=C1 7-ethyl-2-(1'-isopropyl-[1,4'-bipiperidin]-4-yl)-6-(1H-pyrrolo[2,3-b]pyridin-4-yl)-5H-pyrrolo[3,2-d]pyrimidine